(E)-ethyl 3-(pyridin-3-yl)acrylate N1=CC(=CC=C1)/C=C/C(=O)OCC